(1R,3s,5S)-8-(6-((2-amino-3-chloropyridin-4-yl)thio)pyrido[2,3-b]pyrazin-2-yl)-N-methyl-8-azabicyclo[3.2.1]octan-3-amine NC1=NC=CC(=C1Cl)SC=1C=CC=2C(=NC=C(N2)N2[C@H]3CC(C[C@@H]2CC3)NC)N1